(S)-1-methyl-4-(5-methyl-1-methylene-4-hexenyl)cyclohexene CC1=CC[C@H](CC1)C(CCC=C(C)C)=C